C(CCCCCCCCC\C=C\CCCCCC)(=O)[O-] trans-vaccenoate